COC1=C(C=C2CCNC(C2=C1)=O)C1=CC(=NC=C1C(=O)NC=1SC=2C(=NC=C(N2)C2=CC=NC=C2)N1)C 4-(7-methoxy-1-oxo-1,2,3,4-tetrahydroisoquinolin-6-yl)-6-methyl-N-(6-(pyridin-4-yl)thiazolo[4,5-b]pyrazin-2-yl)nicotinamide